COC(=O)[C@H]1N(C[C@@H](C1)O[Si](C)(C)C(C)(C)C)C(=O)OCC1=CC=CC=C1 (2s,4r)-4-[tert-butyl-(dimethyl)silyl]oxypyrrolidine-1,2-dicarboxylic acid O1-benzyl O2-methyl ester